C(C)N1C(C=CC1=O)=O 1-ethylpyrrole-2,5-dione